NC1=C2N=CN(C2=NC(=N1)C=1C=NC=CC1)C1CCC(CC1)C(=O)NC1=CC=C(C=C1)S(=O)(=O)C(F)(F)F 4-[6-amino-2-(pyridin-3-yl)-9H-purin-9-yl]-N-{4-[(trifluoromethyl)sulfonyl]phenyl}cyclohexanecarboxamide